NC([C@H](C[C@H]1C(NCC1)=O)NC(=O)[C@H](CC(C)C)NC(=O)C=1NC2=CC=CC(=C2C1)OC(F)(F)F)=O N-[(1S)-1-[[(1S)-2-amino-2-oxo-1-[[(3S)-2-oxopyrrolidin-3-yl]methyl]ethyl]carbamoyl]-3-methyl-butyl]-4-(trifluoromethoxy)-1H-indole-2-carboxamide